C1(CC1)OCC(CO)O 3-cyclopropoxypropane-1,2-diol